2-amino-4-ethyl-5-cyanoethyl-3-thiophenecarboxylic acid ethyl ester C(C)OC(=O)C1=C(SC(=C1CC)CCC#N)N